hydroxydimethyl-butyric acid OC(C(C(=O)O)(C)C)C